FC1=CC=C(C=C1)[C@H](C)NC(CN1N=CC2=C(C1=O)C=CS2)=O (S)-N-1-(4-fluorophenyl)ethyl-2-(4-oxothieno[2,3-d]pyridazin-5(4H)yl)acetamide